methyl (Z)-7-((dimethylamino)methylene)-8-oxo-1-oxaspiro[3.4]octane-6-carboxylate CN(C)\C=C/1\C(CC2(CCO2)C1=O)C(=O)OC